CC1=C(C=2N(C=C1C1=C(C=3N=C(SC3N1)N1[C@@H](CN(CC1)C(CNC)=O)C)C(C)C)N=CN2)C (R)-1-(4-(5-(7,8-dimethyl-[1,2,4]triazolo[1,5-a]pyridin-6-yl)-6-isopropyl-4H-pyrrolo[3,2-d]thiazol-2-yl)-3-methylpiperazin-1-yl)-2-(methylamino)ethan-1-one